7-(4-methyl-3,4-dihydro-2H-pyrido[3,2-b][1,4]oxazin-7-yl)-4-phenyl-3,4-dihydro-1H-benzo[4,5]imidazo[2,1-c][1,4]oxazine CN1C2=C(OCC1)C=C(C=N2)C2=CC1=C(N=C3COCC(N31)C3=CC=CC=C3)C=C2